O1C=C(C=C1)C=CC=1N=C(SC1)NC(=O)C=1N(C=CC1)CCCC1=CC=NC=C1 N-(4-(2-(furan-3-yl)vinyl)thiazol-2-yl)-1-(3-(pyridin-4-yl)propyl)-1H-pyrrole-2-carboxamide